1,3-dipropoxy-1,3-diiodopropane C(CC)OC(CC(I)OCCC)I